1-Ethylpiperazine-2-thione hydrochloride Cl.C(C)N1C(CNCC1)=S